4-chloro-3-(7,7-difluoro-4-azaspiro[2.4]heptan-4-yl)-1-tosyl-1H-indazole ClC1=C2C(=NN(C2=CC=C1)S(=O)(=O)C1=CC=C(C)C=C1)N1C2(CC2)C(CC1)(F)F